(S)-3-(aminomethyl)piperidin-2-one NC[C@H]1C(NCCC1)=O